4-((5-phenyl-1-(4-(trifluoromethyl)benzyl)-1H-indole-7-carboxamido)methyl)benzoic acid C1(=CC=CC=C1)C=1C=C2C=CN(C2=C(C1)C(=O)NCC1=CC=C(C(=O)O)C=C1)CC1=CC=C(C=C1)C(F)(F)F